4'-Cyclopropyl-5,6'-dimethoxy-N-(4-(1-methyl-4-(trifluoromethyl)-1H-imidazol-2-yl)benzyl)-[2,5'-bipyrimidin]-4-amine C1(CC1)C1=NC=NC(=C1C1=NC=C(C(=N1)NCC1=CC=C(C=C1)C=1N(C=C(N1)C(F)(F)F)C)OC)OC